(((2R,3S,4R,5R)-5-(4-butyramidopyrrolo[2,1-f][1,2,4]triazin-7-yl)-5-cyano-4-hydroxy-2-(hydroxymethyl)tetrahydrofuran-3-yl)oxy)methyl pivalate C(C(C)(C)C)(=O)OCO[C@@H]1[C@H](O[C@@]([C@@H]1O)(C#N)C1=CC=C2C(=NC=NN21)NC(CCC)=O)CO